(2R)-2-bromobutanoic acid Br[C@@H](C(=O)O)CC